cis-N1-(5-(1,8-naphthyridin-3-yl)pyrrolo[2,1-f][1,2,4]triazin-2-yl)-N3-methylcyclobutane-1,3-diamine N1=CC(=CC2=CC=CN=C12)C=1C=CN2N=C(N=CC21)N[C@@H]2C[C@@H](C2)NC